FC1=C(C=C(C=C1)NC(=O)C=1N(C(=C2C(N[C@@H](COC21)C(F)(F)F)=O)C)C)C (S)-N-(4-fluoro-3-methylphenyl)-6,7-dimethyl-5-oxo-3-(trifluoromethyl)-3,4,5,7-tetrahydro-2H-pyrrolo[3,4-f][1,4]oxazepine-8-carboxamide